O=C1NC=CC=C1OB(O)O (2-oxo-1,2-dihydropyridin-3-yl)boric acid